C(C)(=O)N1CCC(CC1)C=1C=CC(=NC1)CN(C(=O)C=1C=C2C=C(C(=NC2=CC1)N)C)[C@H](C)C1=NC=CC=N1 N-((5-(1-acetyl-4-piperidinyl)-2-pyridinyl)methyl)-2-amino-3-methyl-N-((1R)-1-(2-pyrimidinyl)ethyl)-6-quinolinecarboxamide